ClC1=C2N(C(C(=N1)NCC1=C(C(=CC(=C1)C)F)F)=O)[C@@H](CC2)C(=O)OCC2=CC=CC=C2 benzyl (S)-1-chloro-3-((2,3-difluoro-5-methylbenzyl)amino)-4-oxo-4,6,7,8-tetrahydropyrrolo[1,2-a]pyrazine-6-carboxylate